COC1=CC=C(C=C1)CC1=C(C=CC(=C1C=1N=CN(C1)C)NC1=NC=CC(=C1)C(F)(F)F)S(=O)(=O)NC [(4-methoxyphenyl)methyl]-N-methyl-3-(1-methylimidazol-4-yl)-4-[[4-(trifluoromethyl)-2-pyridyl]amino]benzenesulfonamide